bismuth telluride telluride [Bi](=[Te])=[Te]